CC=1C=C(C=CC1NC(C)CC(C)C)NC1=CC=C(C=C1)O 4-((3-methyl-4-((4-methylpentan-2-yl)amino)phenyl)amino)phenol